COC1=CC2=C(C=C(O2)C=2N=C3SC(=NN3C2)OC)C(=C1)OCC=1N=C(SC1C(F)(F)F)C1(CCOCC1)O 4-(4-(((6-Methoxy-2-(2-methoxyimidazo[2,1-b][1,3,4]thiadiazol-6-yl)benzofuran-4-yl)-oxy)methyl)-5-(trifluoromethyl)thiazol-2-yl)tetrahydro-2H-pyran-4-ol